5,6-dimethoxy-2,3,8,9,12,13-hexakis(pentyloxy)dibenzo[fg,op]tetracen-1-amine COC1=CC=2C3=C4C(C5=CC(=C(C=C5C=5C4=C(C2C=C1OC)C(=C(C5)OCCCCC)OCCCCC)OCCCCC)OCCCCC)=C(C(=C3OCCCCC)OCCCCC)N